8-tert-butyl 7-methyl (7S)-1,4-dioxa-8-azaspiro[4.5]decane-7,8-dicarboxylate O1CCOC12C[C@H](N(CC2)C(=O)OC(C)(C)C)C(=O)OC